ClC1=C(C(=O)NC=2C=NC(=C(C2)Cl)N2CC3(CCC(C3)=O)CC2)C=C(C(=C1)C1=C(C=NC=C1)C#C)F 2-chloro-N-(5-chloro-6-(2-oxo-7-azaspiro[4.4]non-7-yl)pyridin-3-yl)-4-(3-ethynylpyridine-4-yl)-5-fluorobenzamide